2-(1-isobutyl-5-(quinolin-6-yl)-1H-indol-3-yl)acetic acid C(C(C)C)N1C=C(C2=CC(=CC=C12)C=1C=C2C=CC=NC2=CC1)CC(=O)O